5-bromo-4-(5,5-dimethyl-2-oxa-5-silahex-1-yl)-3-phenyl-1,2,4-triazole BrC=1N(C(=NN1)C1=CC=CC=C1)COCC[Si](C)(C)C